gold-copper-cadmium [Cd].[Cu].[Au]